4-(difluoromethoxy)-2-nitrophenol FC(OC1=CC(=C(C=C1)O)[N+](=O)[O-])F